3-(4-cyclopropylbenzyl)-4-fluoro-1-(β-D-glucopyranosyl)-1H-indole C1(CC1)C1=CC=C(CC2=CN(C3=CC=CC(=C23)F)[C@H]2[C@H](O)[C@@H](O)[C@H](O)[C@H](O2)CO)C=C1